ClC1=CC=C(C=C1)C(C1=C(C=CC=C1)/C(/C(=O)[O-])=C\OC)([O-])C (E)-2-{2-[(4-chlorophenyl)-methyloxidomethyl]-phenyl}-3-methoxyacrylate